N1C=NC(=C1)C(C(=O)O)=C imidazol-4-yl-acrylic acid